2-methyl-6-isopropyl-1-indenone CC=1C(C2=CC(=CC=C2C1)C(C)C)=O